(2S)-2-amino-4-(3-(2'-chloro-[1,1'-biphenyl]-4-yl)-4,4,4-trifluorobutylsulfonimidoyl)butanoic acid N[C@H](C(=O)O)CCS(=O)(=N)CCC(C(F)(F)F)C1=CC=C(C=C1)C1=C(C=CC=C1)Cl